C1(=CC=CC=C1)C1(CCCCC1)O 1-phenylcyclohexanol